FC1=C(SC=C1C(C)(C)O)[S@](=O)(N)=NC(NC1=C2C(=NC(=C1C)C(F)(F)F)CCC2)=O (S)-3-fluoro-4-(2-hydroxypropan-2-yl)-N'-((3-methyl-2-(trifluoromethyl)-6,7-dihydro-5H-cyclopenta[b]pyridin-4-yl)carbamoyl)thiophene-2-sulfonimidamide